2-(5-(2-(dimethylamino)ethyl)-2-oxo-4-(trifluoromethyl)pyridin-1(2H)-yl)propanoic acid CN(CCC=1C(=CC(N(C1)C(C(=O)O)C)=O)C(F)(F)F)C